COCC1=NN=C2N1N=CC1=CC=CC=C21 3-Methoxymethyl-1,2,4-triazolo[3,4-a]phthalazine